C(C1=CC=CC=C1)N1CC(C(CC1)(C)C)NC(OC(C)(C)C)=O tert-butyl N-(1-benzyl-4,4-dimethylpiperidin-3-yl)carbamate